Methyl 4-(2-bromoacetyl)-2-chlorobenzoate BrCC(=O)C1=CC(=C(C(=O)OC)C=C1)Cl